(M)-7,7-dimethyl-4-(5-methyl-1H-indazol-4-yl)-2-(2-(2-propenoyl)-2,6-diazaspiro[3.4]octan-6-yl)-5,6,7,8-tetrahydro-3-quinolinecarbonitrile CC1(CCC=2C(=C(C(=NC2C1)N1CC2(CN(C2)C(C=C)=O)CC1)C#N)C1=C2C=NNC2=CC=C1C)C